C(C)C1(C(=C(N(C(=C1C(=O)O)C)CC)C)C(=O)O)CC1=CC=C(C=C1)OC diethyl-4-(4-methoxybenzyl)-2,6-dimethyl-1,4-dihydropyridine-3,5-dicarboxylic acid